(R)-1-(4-((4-((2-fluoro-4-((2-(2-isopropylmorpholino)pyridin-4-yl)oxy)phenyl)amino)-7-methoxyquinazolin-6-yl)amino)piperidin-1-yl)prop-2-en-1-one FC1=C(C=CC(=C1)OC1=CC(=NC=C1)N1C[C@H](OCC1)C(C)C)NC1=NC=NC2=CC(=C(C=C12)NC1CCN(CC1)C(C=C)=O)OC